diazaspiro[3.3]heptane-2-carboxylate N1N(CC12CCC2)C(=O)[O-]